phenyl (3-(tert-butyl)-1-(4-chlorophenyl)-1H-pyrazol-5-yl)carbamate C(C)(C)(C)C1=NN(C(=C1)NC(OC1=CC=CC=C1)=O)C1=CC=C(C=C1)Cl